3-chloro-6-fluorodibenzo[b,d]furan ClC=1C=CC2=C(OC3=C2C=CC=C3F)C1